COC1=C(C(=CC=C1)OC)N1C(=NN=C1C=1OC(=CC1)C)/C=C/C(=O)[O-].[NH4+] Ammonium (2E)-3-[4-(2,6-dimethoxyphenyl)-5-(5-methylfuran-2-yl)-4H-1,2,4-triazol-3-yl]prop-2-enoate